6-(4-fluoro-4-phenylpiperidin-1-yl)quinoline-4-carboxylic acid methyl ester COC(=O)C1=CC=NC2=CC=C(C=C12)N1CCC(CC1)(C1=CC=CC=C1)F